FC1=CC=C(C=C1)N1C2=C(NC(C1=O)=O)C=CN=C2 4-(4-fluorophenyl)pyrido[3,4-b]pyrazin-2,3(1H,4H)-dione